C(C)C(CN1CN(CC(C1)(N)C)CC(CCCC)CC)CCCC 1,3-bis(2-ethylhexyl)hexahydro-5-methyl-5-pyrimidinamine